N-(5-(2-(((1S,4S)-4-(dimethylamino)-3-fluorocyclohexyl)amino)-8-isopropyl-7-oxo-7,8-dihydropteridin-6-yl)-6-methylpyridin-2-yl)-3,3-difluorobutane-1-sulfonamide CN([C@@H]1C(C[C@H](CC1)NC1=NC=2N(C(C(=NC2C=N1)C=1C=CC(=NC1C)NS(=O)(=O)CCC(C)(F)F)=O)C(C)C)F)C